2-((2S,4S)-1-acryloyl-4-(8-chloro-4-(3-(dimethylamino)azetidin-1-yl)-6-fluoro-7-phenyl-1H-imidazo[4,5-c]quinolin-1-yl)piperidin-2-yl)acetonitrile C(C=C)(=O)N1[C@@H](C[C@H](CC1)N1C=NC=2C(=NC=3C(=C(C(=CC3C21)Cl)C2=CC=CC=C2)F)N2CC(C2)N(C)C)CC#N